3-Z-[1-(4-(N-((4-methyl-piperazin-1-yl)-methylcarbonyl)-N-methyl-amino)-anilino)-1-phenyl-methylene]-6-methoxycarbonyl-2-indolone CN1CCN(CC1)CC(=O)N(C)C1=CC=C(NC(C2=CC=CC=C2)=COC(=O)C=2C=CC3=CC(N=C3C2)=O)C=C1